(2R)-N-[7-benzyloxy-5-fluoro-6-(1,1,4-trioxo-1,2,5-thiadiazolidin-2-yl)-2-naphthyl]-2-[4-[1-(2,6-dibenzyloxy-3-pyridyl)-3-methyl-2-oxo-benzimidazol-5-yl]phenyl]-3-hydroxy-propanamide C(C1=CC=CC=C1)OC1=C(C(=C2C=CC(=CC2=C1)NC([C@@H](CO)C1=CC=C(C=C1)C1=CC2=C(N(C(N2C)=O)C=2C(=NC(=CC2)OCC2=CC=CC=C2)OCC2=CC=CC=C2)C=C1)=O)F)N1S(NC(C1)=O)(=O)=O